Cl.Cl.C(C)(C)(C)C=1C=C(C=C(C1)COC1=C(C(=N)N)C=CC=C1)COC1=C(C(=N)N)C=CC=C1 (((5-(tert-butyl)-1,3-phenylene)bis(methylene))bis(oxy))dibenzoamidine dihydrochloride